rac-benzyl ((1S,2S,3R,5R)-2-fluoro-8-azabicyclo[3.2.1]octan-3-yl)carbamate hydrochloride Cl.F[C@H]1[C@@H]2CC[C@H](C[C@H]1NC(OCC1=CC=CC=C1)=O)N2 |r|